tert-butyl (2S,6S)-4-{5-carbamoyl-7-[6-(methoxymethoxy)-2,7-dimethylindazol-5-yl]-1,8-naphthyridin-3-yl}-2,6-dimethylpiperazine-1-carboxylate C(N)(=O)C1=C2C=C(C=NC2=NC(=C1)C1=CC2=CN(N=C2C(=C1OCOC)C)C)N1C[C@@H](N([C@H](C1)C)C(=O)OC(C)(C)C)C